(S)-1-(2-(4-fluoro-3,5-dimethylphenyl)-4-methyl-4,5,6,7-tetrahydro-2H-pyrazolo[4,3-c]pyridin-3-yl)-1,3-dihydro-2H-imidazol-2-one FC1=C(C=C(C=C1C)N1N=C2C([C@@H](NCC2)C)=C1N1C(NC=C1)=O)C